2-(4-(4-(aminomethyl)-1-oxo-1,2-dihydrophthalazin-6-yl)-1-methyl-1H-pyrazol-5-yl)-4-chlorobenzonitrile NCC1=NNC(C2=CC=C(C=C12)C=1C=NN(C1C1=C(C#N)C=CC(=C1)Cl)C)=O